N-((2,6-dihydroxy-5'-methyl-4-pentyl-1',2',3',4'-tetrahydro-[1,1'-biphenyl]-3-yl)sulfonyl)-3-(4-methylpiperazin-1-yl)propanamide OC1=C(C(=CC(=C1S(=O)(=O)NC(CCN1CCN(CC1)C)=O)CCCCC)O)C1CCCC(=C1)C